COC12CC(C1)(C2)C(=O)NC=2SC(=CN2)OC2=CC=C(C=C2)N2CCOCC2 3-methoxy-N-(5-(4-morpholinophenoxy)thiazol-2-yl)bicyclo[1.1.1]pentane-1-carboxamide